CP([O-])(=O)Cl METHYLPHOSPHONOCHLORIDOATE